C1(CC1)C1=CC=C(C=C1)C=1C(=CC=CC1)C(=O)NC[C@]1(NC(NC1=O)=O)C1CC1 4'-cyclopropyl-N-{[(4R)-4-cyclopropyl-2,5-dioxoimidazolidin-4-yl]methyl}[biphenyl]-2-carboxamide